Vanadium Carbide C.[V]